xylene-sulfonate C1(C(C=CC=C1)C)(C)S(=O)(=O)[O-]